OCCN[C@@H]1[C@@H](CCCC1)OC=1C=C2CN(C(C2=CC1)=O)C1C(NC(CC1)=O)=O 3-(5-(((1R,2S)-2-((2-hydroxyethyl)amino)cyclohexyl)oxy)-1-oxoisoindolin-2-yl)piperidine-2,6-dione